2-[6-amino-5-[8-(6-chloropyridazin-4-yl)-3,8-diazabicyclo[3.2.1]octan-3-yl]pyridazin-3-yl]phenol NC1=C(C=C(N=N1)C1=C(C=CC=C1)O)N1CC2CCC(C1)N2C2=CN=NC(=C2)Cl